COC=1C=C(OCCN)C=C(C1)OC 2-(3,5-dimethoxyphenoxy)ethan-1-amine